IC=1C(NC(N([C@H]2C[C@H](OC(C(C3=CC=CC=C3)C(CCCC(C)N(C(=NC(=O)OC(C)(C)C)N)C(=O)OC(C)(C)C)=O)=O)[C@@H](CO)O2)C1)=O)=O (R)-(-)-5-Iodo-3'-O-[2-(ε-(N,N'-bis(tert-butyloxycarbonyl)guanidino)hexanoyl)-2-phenylacetyl]-2'-deoxyuridine